CN1N=CC2=CC(=C(C=C12)[N+](=O)[O-])C 1,5-dimethyl-6-nitro-1H-indazol